4-(1,1-Difluoropropan-2-yl)-2-fluoro-N,N-bis(4-methoxybenzyl)-5-(4,4,5,5-tetramethyl-1,3,2-dioxaborolan-2-yl)aniline FC(C(C)C1=CC(=C(N(CC2=CC=C(C=C2)OC)CC2=CC=C(C=C2)OC)C=C1B1OC(C(O1)(C)C)(C)C)F)F